C(C=C)(=O)N[C@@H](CC1=CC=CC=C1)C(=O)OC methyl acryloyl-L-phenylalaninate